(1-butyl) pyrophosphate O(P([O-])(=O)OP(=O)([O-])[O-])CCCC